C1(C=CC(N1C=1C=C(OC2=CC=C(C=C2)SC2=CC=C(C=C2)OC2=CC(=CC=C2)N2C(C=CC2=O)=O)C=CC1)=O)=O bis[4-(3-maleimidophenoxy)phenyl] sulfide